C(C)OC=1C2=C(N=C(N1)C)CN(C2)C(CC2CN(C2)C2=CC(=NC=C2)C(F)(F)F)=O 1-(4-Ethoxy-2-methyl-5,7-dihydro-6H-pyrrolo[3,4-d]pyrimidin-6-yl)-2-(1-(2-(trifluoromethyl)pyridin-4-yl)azetidin-3-yl)ethan-1-one